6-(4-[6-oxa-3-azabicyclo[3.1.1]heptan-3-ylmethyl]phenyl)-4-[(3S)-piperidin-3-ylamino]pyrido[3,2-d]pyrimidine-8-carboxamide C12CN(CC(O1)C2)CC2=CC=C(C=C2)C=2C=C(C=1N=CN=C(C1N2)N[C@@H]2CNCCC2)C(=O)N